3-cyclobutyl-8-methyl-3,4-dihydroacridine-1,9(2H,10H)-dione C1(CCC1)C1CC(C=2C(C3=C(C=CC=C3NC2C1)C)=O)=O